3-[4-[[1-[2-(2,6-Dioxopiperidin-3-yl)-1,3-dioxoisoindol-4-yl]piperidin-4-yl]methyl]piperazin-1-yl]-N-[4-methoxy-6-(pyrazol-1-ylmethyl)-1,2-benzoxazol-3-yl]benzene-sulfonamide O=C1NC(CCC1N1C(C2=CC=CC(=C2C1=O)N1CCC(CC1)CN1CCN(CC1)C=1C=C(C=CC1)S(=O)(=O)NC1=NOC2=C1C(=CC(=C2)CN2N=CC=C2)OC)=O)=O